Dimethyl (1S,5R,7R)-2-methyl-3-((R)-1-phenylethyl)-3,6-diazabicyclo[3.2.1]octane-6,7-dicarboxylate CC1[C@H]2[C@@H](N([C@@H](CN1[C@H](C)C1=CC=CC=C1)C2)C(=O)OC)C(=O)OC